C(C1=CC=CC=C1)=CC(=O)/C=C/C1=CC=CC=C1 trans-dibenzylideneacetone